FC1(CN(CC1)C=1C=CC(=NC1N1[C@@H]2CN([C@H](C1)C2)C)NC2=CC1=C(C=N2)SC(=N1)C1=NC=CC=C1C)F 5-(3,3-Difluoropyrrolidin-1-yl)-6-[(1S,4S)-5-methyl-2,5-diazabicyclo[2.2.1]heptan-2-yl]-N-[2-(3-methylpyridin-2-yl)-[1,3]thiazolo[5,4-c]pyridin-6-yl]pyridin-2-amine